O=C([C@H](C)NC(OC(C)(C)C)=O)C tert-butyl (S)-(3-oxobutan-2-yl)carbamate